4-[5-(2-cyanoethyl)-1,3,4-thiadiazol-2-yl]-N-(8-methyl-1-isoquinolyl)-N-[(3R)-3-piperidyl]benzamide C(#N)CCC1=NN=C(S1)C1=CC=C(C(=O)N([C@H]2CNCCC2)C2=NC=CC3=CC=CC(=C23)C)C=C1